4-(3,5-dimethylisoxazol-4-yl)-N1-((trans)-3-methoxycyclobutyl)benzene-1,2-diamine CC1=NOC(=C1C=1C=C(C(=CC1)N[C@@H]1C[C@H](C1)OC)N)C